2,4-Dihydroxy-6-methyl-benzaldehyd OC1=C(C=O)C(=CC(=C1)O)C